NC1=NC=2C=CC=CC2C2=C1N=C(N2CC(CNC(C2=CC=CC=C2)=O)(C)C)CCCC N-[3-(4-amino-2-butyl-1H-imidazo[4,5-c]quinolin-1-yl)-2,2-dimethylpropyl]benzamide